C1(=CC=CC=C1)N1CC(=CC2=CC=CC=C12)C(=O)O 1-phenylquinoline-3-carboxylic acid